tert-butyl (R)-(tert-butoxycarbonyl)(7-(6-(1-(2,2-difluoro-1-(4-fluorophenyl)propyl)-1H-pyrazol-4-yl)pyrazin-2-yl)-[1,2,4]triazolo[1,5-a]pyridin-2-yl)carbamate C(C)(C)(C)OC(=O)N(C(OC(C)(C)C)=O)C1=NN2C(C=C(C=C2)C2=NC(=CN=C2)C=2C=NN(C2)[C@@H](C(C)(F)F)C2=CC=C(C=C2)F)=N1